1-(4-chlorophenyl)-4,4-dimethyl-2-(1H-1,2,4-triazole-1-yl)pentan-3-ol Sodium hydroselenide [SeH-].[Na+].ClC1=CC=C(C=C1)CC(C(C(C)(C)C)O)N1N=CN=C1